CC1=NNC2=CC=C(C=C12)C=1C=CC=NC1 5-(3-METHYL-1H-INDAZOL-5-YL)PYRIDIN